2-(3-(3-Isopropyl-2-(8-methoxy-[1,2,4]triazolo[1,5-a]pyridin-6-yl)-1H-indol-5-yl)piperidin-1-yl)-N-methylacetamid C(C)(C)C1=C(NC2=CC=C(C=C12)C1CN(CCC1)CC(=O)NC)C=1C=C(C=2N(C1)N=CN2)OC